[(2-chlorophenyl)-diphenylmethyl] (2S)-6-[[2-[2-(2-aminoethoxy)ethoxy]acetyl]amino]-2-(benzyloxycarbonylamino)hexanoate NCCOCCOCC(=O)NCCCC[C@@H](C(=O)OC(C1=CC=CC=C1)(C1=CC=CC=C1)C1=C(C=CC=C1)Cl)NC(=O)OCC1=CC=CC=C1